(R)-N-(2-(4-Cyanothiazolidin-3-yl)-2-oxoethyl)-6-(3-phenyl-1H-pyrrol-1-yl)quinoline-4-carboxamide C(#N)[C@H]1N(CSC1)C(CNC(=O)C1=CC=NC2=CC=C(C=C12)N1C=C(C=C1)C1=CC=CC=C1)=O